5-(2-Acetyl-5-chlorophenyl)-6-methoxy-2-(4-methoxybenzyl)pyridazin-3(2H)-one C(C)(=O)C1=C(C=C(C=C1)Cl)C1=CC(N(N=C1OC)CC1=CC=C(C=C1)OC)=O